N-((5-(ethylsulfonyl)-1,3,4-oxadiazol-2-yl)methyl)-4-(trifluoromethyl)benzenesulfonamide C(C)S(=O)(=O)C1=NN=C(O1)CNS(=O)(=O)C1=CC=C(C=C1)C(F)(F)F